C(C)C1(CC(CC(C1)(C)C)NC(C1=C(C(=CC=C1)NC=O)O)=O)C N-(3-ethyl-3,5,5-trimethylcyclohexyl)-3-formylamino-2-hydroxybenzamide